C(CCCCCCCC)N(C[C@H](O)[C@@H](O)[C@H](O)[C@H](O)CO)C N-Nonyl-N-methylglucamine